1-hydroxy-2,5-pyrrolidinedione ON1C(CCC1=O)=O